N1N=CC(=C1)CN1N=CC2=C(C1=O)N(C1=C2SC(=N1)C)C 6-((1H-pyrazol-4-yl)methyl)-2,4-dimethyl-4H-thiazolo[5',4':4,5]pyrrolo[2,3-d]pyridazin-5(6H)-one